N-tert.-Butyl-4-[[(1R)-1-phenylethyl]carbamoylamino]pyridin C(C)(C)(C)N1CC=C(C=C1)NC(N[C@H](C)C1=CC=CC=C1)=O